C1(=CC=CC2=CC=CC=C12)\C=N\N=C\C=1SC=CN1 2-((E)-(((E)-naphthalen-1-ylmethylene)hydrazono)methyl)thiazole